COC1=CC=CC=2N(N=NC21)C2=CC=C(CNS(=O)(=O)N)C=C2 N-(4-(4-methoxy-1H-benzo[d][1,2,3]triazol-1-yl)benzyl)sulfamide